FC=1C=CC(=C(C1)CCCO)OC 3-(5-fluoro-2-methoxyphenyl)propan-1-ol